C(CCCCCCCCCCC)S Z-dodecanethiol